[4-(6-hydroxy-benzothiazol-2-yl)-phenyl]-(4-methyl-piperidin-1-yl)-methanone OC1=CC2=C(N=C(S2)C2=CC=C(C=C2)C(=O)N2CCC(CC2)C)C=C1